(3R)-5-chloro-7-{[2,4-difluoro-3-(8-fluoro-2-{[1-(2-methoxyethyl) piperidin-4-yl] amino} quinazolin-6-yl) phenyl] sulfamoyl}-2,3-dihydro-1-benzofuran-3-yl acetate C(C)(=O)O[C@H]1COC2=C1C=C(C=C2S(NC2=C(C(=C(C=C2)F)C=2C=C1C=NC(=NC1=C(C2)F)NC2CCN(CC2)CCOC)F)(=O)=O)Cl